N-(2,2,2-trifluoro-1-(4-fluorophenyl)ethyl)tetrazolo[1,5-a]pyridine-7-sulfonamide FC(C(C1=CC=C(C=C1)F)NS(=O)(=O)C1=CC=2N(C=C1)N=NN2)(F)F